6-[3-(Difluoromethoxy)-4-fluoro-phenyl]-3-fluoro-pyrazolo[4,3-b]pyridin-1-yl-N,N-dimethyl-acetamide FC(OC=1C=C(C=CC1F)C=1C=C2C(=NC1)C(=NN2CC(=O)N(C)C)F)F